1-(4-cyclohexanesulfonyl-phenyl)-3-oxazol-5-ylmethyl-urea C1(CCCCC1)S(=O)(=O)C1=CC=C(C=C1)NC(=O)NCC1=CN=CO1